4-bromo-1,1,7-trifluoro-2,3-dihydro-1H-indene BrC1=C2CCC(C2=C(C=C1)F)(F)F